(2,6-dioxopiperidin-3-yl)-1,3-dioxoisoindol O=C1NC(CCC1C1=C2C(NC(C2=CC=C1)=O)=O)=O